(3s)-3-(5-(isopropylamino)-2-(1H-pyrazol-5-yl)thieno[3,2-b]pyridin-7-ylamino)-2,2-dimethyl-1-propanol C(C)(C)NC1=CC(=C2C(=N1)C=C(S2)C2=CC=NN2)NCC(CO)(C)C